4-(3-((4-chloropyrimidin-2-yl)amino)propyl)-2-(2,6-dioxopiperidin-3-yl)isoindoline-1,3-dione ClC1=NC(=NC=C1)NCCCC1=C2C(N(C(C2=CC=C1)=O)C1C(NC(CC1)=O)=O)=O